5-((1S,4R,5R)-5-((5-cyclopropyl-3-(2,6-dichlorophenyl)isoxazol-4-yl)methoxy)-3-oxo-2-azabicyclo[2.2.1]heptan-2-yl)-3-fluoropicolinic acid C1(CC1)C1=C(C(=NO1)C1=C(C=CC=C1Cl)Cl)CO[C@H]1[C@@H]2C(N([C@H](C1)C2)C=2C=C(C(=NC2)C(=O)O)F)=O